C(C1=CC=CC=C1)OCCC(CCC(C(=O)O)(C)C1=CC(=CC=C1)Br)(F)F 7-(benzyloxy)-2-(3-bromophenyl)-5,5-difluoro-2-methylheptanoic acid